C(C)N1C2=C([C@@H]([C@@H](C1=O)NC(C1=CC(=CC=C1)C)=O)C1=CC=C(C=C1)F)C(=NN2C2=CC=CC=C2)COCC#C N-[(4S,5S)-7-ethyl-4-(4-fluorophenyl)-6-oxo-1-phenyl-3-[(prop-2-yn-1-yloxy)methyl]-1H,4H,5H,6H,7H-pyrazolo[3,4-b]pyridin-5-yl]-3-methylbenzamide